1-(4-chlorobenzyl)-3-(4-(1-(6-methylpyridinoyl)piperidin-4-yl)butyl)urea ClC1=CC=C(CNC(=O)NCCCCC2CCN(CC2)C(=O)C2=NC(=CC=C2)C)C=C1